N-(7-amino-1-methyl-1H-pyrazolo[3,4-c]pyridin-4-yl)-2-(5-methyl-2-(5-(trifluoromethyl)pyridin-2-yl)piperidin-1-yl)-2-oxoacetamide NC=1N=CC(=C2C1N(N=C2)C)NC(C(=O)N2C(CCC(C2)C)C2=NC=C(C=C2)C(F)(F)F)=O